ClC=1C=NC=C(C1SC1=NN=C(S1)C(=O)NC1=CC(=CC=C1)OCCN(C)C)Cl 5-[(3,5-dichloropyridin-4-yl)sulfanyl]-N-{3-[2-(dimethylamino)ethoxy]phenyl}-1,3,4-thiadiazole-2-carboxamide